Di-tert-butyl (2-(4-((tert-butyldimethylsilyl)oxy)-2-methylbutan-2-yl)-5-(diisopropoxy phosphoryl)-3-methylphenyl) phosphate P(=O)(OC(C)(C)C)(OC(C)(C)C)OC1=C(C(=CC(=C1)P(=O)(OC(C)C)OC(C)C)C)C(C)(CCO[Si](C)(C)C(C)(C)C)C